2-chloro-N-(5-(dimethylamino)-4-fluoro-2-isopropylphenyl)acetamide ClCC(=O)NC1=C(C=C(C(=C1)N(C)C)F)C(C)C